C(#N)[C@@](COC1=C(C=CC(=C1)C#N)C(F)(F)F)(C)NC(C1=CC=C(C=C1)SC(F)(F)F)=O N-[(1R)-cyano-2-(5-cyano-2-trifluoromethyl-phenoxy)-1-methyl-ethyl]-4-trifluoromethylsulfanyl-benzamide